4-({3-[6-(2-fluoroprop-2-enamido)-8-[(1-methylpiperidin-4-yl)amino]-3-(2,2,2-trifluoroethyl)imidazo[1,2-a]pyridin-2-yl]prop-2-yn-1-yl}amino)-3-methoxy-N-methylbenzamide FC(C(=O)NC=1C=C(C=2N(C1)C(=C(N2)C#CCNC2=C(C=C(C(=O)NC)C=C2)OC)CC(F)(F)F)NC2CCN(CC2)C)=C